OC=1C=C(C=CC1)C=CC(=O)C1=CC=C(C=C1)N1CCC(CC1)O 3-(3-Hydroxyphenyl)-1-[4-(4-hydroxypiperidin-1-yl)phenyl]prop-2-en-1-one